2-bromomalonic acid diethyl ester C(C)OC(C(C(=O)OCC)Br)=O